NC=1C2=C(N=CN1)N1C(=C2C2=CC(=C(C=C2)OC2=NC=CC(=N2)C)F)CN(CC1(C)C)C(CC(C(=O)N)=C)=O (2-(4-amino-5-(3-fluoro-4-((4-methylpyrimidin-2-yl)oxy)phenyl)-9,9-dimethyl-8,9-dihydropyrazino[1',2':1,5]pyrrolo[2,3-d]pyrimidin-7(6H)-yl)-2-oxoethyl)acrylamide